1-[4-(4-{5-[2-(prop-2-yn-1-yloxy)phenyl]4,5-dihydro-1,2-Oxazol-3-yl}-1,3-thiazol-2-yl)piperidin-1-yl]Ethanone C(C#C)OC1=C(C=CC=C1)C1CC(=NO1)C=1N=C(SC1)C1CCN(CC1)C(C)=O